FC1=C(O[C@H]2CN(C[C@@H]2F)C(=O)OC(C)(C)C)C=C(C(=C1)F)N1CCNCC1 tert-butyl (3S,4S)-3-(2,4-difluoro-5-(piperazin-1-yl) phenoxy)-4-fluoropyrrolidine-1-carboxylate